S(CCC(C(=O)[O-])CC1=CC(=C(C(=C1)C(C)(C)C)O)C(C)(C)C)CCC(C(=O)[O-])CC1=CC(=C(C(=C1)C(C)(C)C)O)C(C)(C)C thiodiethylenebis[3-(3,5-di-tert.-butyl-4-hydroxy-phenyl)propionate]